2-(tert-butoxycarbonyl)-1,2,3,4-tetrahydroisoquinoline C(C)(C)(C)OC(=O)N1CC2=CC=CC=C2CC1